C(C(C)C)[Si](OC)(OC)OC isobutyl-(trimethoxy)silane